NCC(=O)NC=1C(=C(C=CC1)C1=CC(=CC=C1)N1C[C@@H](O[C@@H](C1)C)C)F 2-amino-N-(3'-(cis-2,6-dimethylmorpholino)-2-fluoro-[1,1'-biphenyl]-3-yl)acetamide